benzyloxy-2-fluoro-4-(trideuteriomethoxy)benzene C(C1=CC=CC=C1)OC1=C(C=C(C=C1)OC([2H])([2H])[2H])F